tert-butyl (S)-(1-cyano-2-(2-methoxy-4-(3-methyl-2-oxo-2,3-dihydrobenzo[d]oxazol-5-yl)phenyl)ethyl)carbamate C(#N)[C@H](CC1=C(C=C(C=C1)C=1C=CC2=C(N(C(O2)=O)C)C1)OC)NC(OC(C)(C)C)=O